BrC1=CC(=C2N(C1=O)C(NC2=O)(C=2C=C(C=CC2)C)C)Cl 6-bromo-8-chloro-3-methyl-3-(m-tolyl)-2,3-dihydroimidazo[1,5-a]pyridine-1,5-dione